(4-(4-((3-(2,3-difluoro-4-methoxy-phenyl)imidazo[1,2-a]pyrazin-8-yl)amino)-2-fluoro-6-methylbenzoyl)piperazin-1-yl)((2S,4R)-4-hydroxypyrrolidin-2-yl)methanone dihydrochloride Cl.Cl.FC1=C(C=CC(=C1F)OC)C1=CN=C2N1C=CN=C2NC2=CC(=C(C(=O)N1CCN(CC1)C(=O)[C@H]1NC[C@@H](C1)O)C(=C2)C)F